4-(cyclohexylamino)-N-methyl-3-(2-(1-phenylpiperidin-3-yl)-2H-tetrazol-5-yl)benzenesulfonamide C1(CCCCC1)NC1=C(C=C(C=C1)S(=O)(=O)NC)C=1N=NN(N1)C1CN(CCC1)C1=CC=CC=C1